2-(ethoxycarbonyl)ethyl-triphenyl-phosphonium bromide [Br-].C(C)OC(=O)CC[P+](C1=CC=CC=C1)(C1=CC=CC=C1)C1=CC=CC=C1